COC1=CC=C(CN2CC(N(CC2)C(=O)OC(C)(C)C)C2=C(C=CC=C2)C=C(C)C)C=C1 tert-butyl 4-(4-methoxybenzyl)-2-(2-(2-methylprop-1-en-1-yl)phenyl)piperazine-1-carboxylate